C(C)(C)(C)OC(=O)N1C(CCC1=O)C(=O)OCC1=CC=CC=C1 5-oxopyrrolidine-1,2-dicarboxylic acid 2-benzyl ester 1-tert-butyl ester